rac-N-({4-[1-(difluoromethyl)-1H-pyrazol-5-yl]-2,5-dioxoimidazolidin-4-yl}methyl)-4'-(trifluoromethyl)[biphenyl]-2-carboxamide FC(N1N=CC=C1[C@]1(NC(NC1=O)=O)CNC(=O)C=1C(=CC=CC1)C1=CC=C(C=C1)C(F)(F)F)F |r|